3-(3-bromo-2-fluorophenyl)-4,4,4-trifluorobutanoic acid BrC=1C(=C(C=CC1)C(CC(=O)O)C(F)(F)F)F